BrC1=CC(=C(C=C1)NCC(C(=O)[O-])(C)C)F ((4-bromo-2-fluorophenyl) amino)-2,2-dimethylpropionate